2-(5-(2,2'-dimethyl-[1,1'-biphenyl]-3-yl)isoindolin-2-yl)acetic acid CC1=C(C=CC=C1C=1C=C2CN(CC2=CC1)CC(=O)O)C1=C(C=CC=C1)C